ClC1=CC=C(C=C1)N(C(=O)C=1C=CC=2N(C1)C(=CN2)C2=CC=C(C=C2)NC(OC)=O)CC methyl N-[4-[6-[(4-chlorophenyl)-ethyl-carbamoyl]imidazo[1,2-a]pyridin-3-yl]phenyl]carbamate